2-(3-(5-oxo-4,5-dihydro-1,2,4-oxadiazol-3-yl)propyl)isoindoline-1,3-dione O=C1NC(=NO1)CCCN1C(C2=CC=CC=C2C1=O)=O